1-(adamantan-1-ylmethyl)-2-cyano-3-(1-methyl-1H-indazol-7-yl)guanidine C12(CC3CC(CC(C1)C3)C2)CNC(=NC#N)NC=2C=CC=C3C=NN(C23)C